[Na+].NC(=C(C1=C(C(=CC=C1)S(=O)(=O)[O-])S(=O)(=O)[O-])N)C1=CC=CC=C1.[Na+] diaminostilbenedisulfonic acid sodium salt